C1(CC1)S(=O)(=O)N1N=CC(=C1)C1=NC=CC(=N1)NC1=NC=C(C(=C1)NCC1CCC(CC1)NCCF)C1=NN(C=C1)C(F)F N2-(2-(1-(Cyclopropylsulfonyl)-1H-pyrazol-4-yl)pyrimidin-4-yl)-5-(1-(difluoromethyl)-1H-pyrazol-3-yl)-N4-((4-((2-fluoroethyl)amino)cyclohexyl)methyl)pyridine-2,4-diamine